C(CC(C)C)N(C(=S)OCC)CC=C isoamyl-allyl-thiourethane